COC1=C(C=C(C=C1)OC1=NC=C(C=C1)C(F)(F)F)NC(=O)C1(N(C(NC1)=O)C)C N-(2-Methoxy-5-((5-(trifluoromethyl)pyridin-2-yl)oxy)phenyl)-3,4-dimethyl-2-oxoimidazolidine-4-carboxamide